IC=1N=CN(C1)CCCCNC1=C2CN(C(C2=CC=C1)=O)C1C(NC(CC1)=O)=O 3-(4-((4-(4-iodo-1H-imidazol-1-yl)butyl)amino)-1-oxoisoindolin-2-yl)piperidine-2,6-dione